N-(4-(11-([1,1'-biphenyl]-4-yl)-11H-benzo[a]carbazol-5-yl)phenyl)-[1,1'-biphenyl]-4-amine C1(=CC=C(C=C1)N1C2=CC=CC=C2C2=CC(=C3C(=C12)C=CC=C3)C3=CC=C(C=C3)NC3=CC=C(C=C3)C3=CC=CC=C3)C3=CC=CC=C3